CC1(C(C2=CC(=CC=C2C1)C1=C(C(=C(C=C1)F)F)F)NC(O[C@@H]1CN2CCC1CC2)=O)C (S)-quinuclidin-3-yl (2,2-dimethyl-6-(2,3,4-trifluorophenyl)-2,3-dihydro-1H-inden-1-yl)carbamate